ClC1=NC2=NC(=C(N=C2C(=N1)C1=C(C=C(C=C1)Cl)C)C)C 2-chloro-4-(4-chloro-2-methylphenyl)-6,7-dimethylpteridine